2-(5-bromo-2-phenyl-1H-indol-3-yl)-3-((tert-butylamino)methylene)chroman-4-one BrC=1C=C2C(=C(NC2=CC1)C1=CC=CC=C1)C1OC2=CC=CC=C2C(C1=CNC(C)(C)C)=O